FC1=C(C=CC(=C1)CN1CCN(CC1)C)C1=NN2C(OCCC2)=C1C(=O)OCC1=CC=CC=C1 Benzyl 2-[2-fluoro-4-[(4-methylpiperazin-1-yl)methyl]phenyl]-6,7-dihydro-5H-pyrazolo[5,1-b][1,3]oxazine-3-carboxylate